2-amino-N-(1-(8-(7-methyl-2,7-diazaspiro[3.5]nonan-2-yl)-1-oxo-2-phenyl-1,2-dihydroisoquinolin-3-yl)ethyl)pyrazolo[1,5-a]pyrimidine-3-carboxamide NC1=NN2C(N=CC=C2)=C1C(=O)NC(C)C=1N(C(C2=C(C=CC=C2C1)N1CC2(C1)CCN(CC2)C)=O)C2=CC=CC=C2